NC=1N=C(C2=C(N1)C=NN2CC=2C=NC(=CC2OC)CN2[C@@H]1CN([C@H](C2)C1)C)N[C@H](CCO)CCC (3S)-3-({5-amino-1-[(4-methoxy-6-{[(1S,4S)-5-methyl-2,5-diaza-bicyclo[2.2.1]heptan-2-yl]methyl}pyridin-3-yl)methyl]-1H-pyrazolo[4,3-d]pyrimidin-7-yl}amino)hexan-1-ol